F[C@@H]1[C@@H](C1)NC(=O)C1=CN=C2N1N=C(C=C2N(C)CC2=CC=C(C=C2)OC)NC=2C(N(C=CC2)C2CCC(CC2)OC([2H])([2H])[2H])=O N-((1R,2S)-2-fluorocyclopropyl)-6-((1-((1s,4s)-4-(methoxy-d3)cyclohexyl)-2-oxo-1,2-dihydropyridin-3-yl)amino)-8-((4-methoxybenzyl)(methyl)amino)imidazo[1,2-b]pyridazine-3-carboxamide